ClC=1C(=C(C=CC1)NC(=O)C1=CC(=CC=2N(C=NC21)CC)NC(=O)C2=C(C=CC=C2)C(F)(F)F)C N-(3-chloro-2-methylphenyl)-1-ethyl-6-({[2-(trifluoromethyl)phenyl]carbonyl}amino)-1H-benzimidazole-4-carboxamide